t-butyl (1R,3R,3aS,6aS)-4,6-dioxo-3,3a,5-triphenyloctahydropyrrolo[3,4-c]pyrrole-1-carboxylate O=C1[C@@]2([C@H](C(N1C1=CC=CC=C1)=O)[C@@H](N[C@@H]2C2=CC=CC=C2)C(=O)OC(C)(C)C)C2=CC=CC=C2